C1(=CC=CC=C1)C1=NC(=CC=C1C1=C(C#N)C(=C(C(=C1N1C2=C(C=3C=CC=CC13)N=CC=C2)N2C1=C(C=3C=CC=CC23)N=CC=C1)N1C2=C(C=3C=CC=CC13)N=CC=C2)N2C1=C(C=3C=CC=CC23)N=CC=C1)C1=CC=CC=C1 2-(2,6-diphenylpyridin-3-yl)-3,4,5,6-tetrakis(5H-pyrido[3,2-b]indol-5-yl)benzonitrile